5-(methoxymethoxy)-2-methyl-6-(3-(methylsulfinyl)-1,2,4-triazin-6-yl)benzo[d]oxazole COCOC=1C(=CC2=C(N=C(O2)C)C1)C1=CN=C(N=N1)S(=O)C